5-{(1S)-1-[(exo-5-fluoro-1a,6b-dihydro-1H-cyclopropa[b][1]benzofuran-1-carbonyl)amino]ethyl}quinoline FC=1C=CC2=C(C3C(O2)C3C(=O)N[C@@H](C)C3=C2C=CC=NC2=CC=C3)C1